methoxyl-titanium O(C)[Ti]